C(C)(C)C1=CC(=NN1C1CCNCC1)C1=CC=C(C=C1)OC(F)(F)F 4-[5-isopropyl-3-[4-(trifluoromethoxy)phenyl]pyrazol-1-yl]piperidine